3-chloro-1-(phenanthren-2-yl)benzo[f]Quinazoline ClC1=NC=2C=CC3=C(C2C(=N1)C1=CC=2C=CC4=CC=CC=C4C2C=C1)C=CC=C3